(S)-N-(2-(3-ethylmorpholino)ethyl)-6-methyl-5-((1-methyl-6-((1-methyl-1H-pyrazol-4-yl)amino)-1H-pyrazolo[3,4-d]pyrimidin-3-yl)amino)nicotinamide C(C)[C@H]1COCCN1CCNC(C1=CN=C(C(=C1)NC1=NN(C2=NC(=NC=C21)NC=2C=NN(C2)C)C)C)=O